2-oxo-4-phenoxy-2H-pyran-6-carboxylic acid O=C1OC(=CC(=C1)OC1=CC=CC=C1)C(=O)O